BrC1=NN=C(S1)CN1C(NC(C(=C1)C)=O)=O 1-((5-bromo-1,3,4-thiadiazol-2-yl)methyl)-5-methylpyrimidine-2,4(1H,3H)-dione